CN1N=C(C=C1C)N1C2=NC(=NC(=C2N=C1C)N/N=C/C1=CC(=CC=C1)C)N1CCOCC1 (E)-4-(9-(1,5-dimethyl-1H-pyrazol-3-yl)-8-methyl-6-(2-(3-methylbenzylidene)hydrazinyl)-9H-purin-2-yl)morpholine